(4-(2-((4-aminobutyl)(ethyl)amino)ethoxy)phenyl)(6-hydroxy-2-(4-hydroxyphenyl)benzo[b]thiophen-3-yl)methanone allylphosphate ammonium salt [NH4+].C(C=C)OP(=O)([O-])[O-].NCCCCN(CCOC1=CC=C(C=C1)C(=O)C=1C2=C(SC1C1=CC=C(C=C1)O)C=C(C=C2)O)CC.[NH4+]